C(C)(C)C1=CC=C(C=C1)/C=C/C(=O)C1=C(C2=C(NC1=O)SC=C2)C (E)-5-(3-(4-isopropylphenyl)acryloyl)-4-methylthieno[2,3-b]pyridin-6(7H)-one